methyl 2-{1-[2-(1,3-dioxolan-2-yl)-3-[(4-methoxyphenyl) methoxy]phenyl]pyrazol-4-yl}acetate O1C(OCC1)C1=C(C=CC=C1OCC1=CC=C(C=C1)OC)N1N=CC(=C1)CC(=O)OC